ClC=1SC2=C(N1)C=C(C=C2)CN(C(=O)[C@H]2N(CCC2)S(=O)(=O)C2=CC(=C(C=C2)C)F)C2CCC(CC2)(F)F (S)-1-(3-Fluoro-4-methyl-benzenesulfonyl)-pyrrolidine-2-carboxylic acid (2-chloro-benzothiazol-5-ylmethyl)-(4,4-difluoro-cyclohexyl)-amide